F[P-](F)(F)(F)(F)F.C1(=C(C=CC=C1)[Fe]C1C=CC=C1)C(C)C cumenylcyclopentadienyliron (II) hexafluorophosphate